acryloyloxyethylethyldimethoxysilane C(C=C)(=O)OCC[Si](OC)(OC)CC